2-(8-(isobutylsulfanyl)imidazo[1,5-a]pyridin-3-yl)propan-2-amine C(C(C)C)SC=1C=2N(C=CC1)C(=NC2)C(C)(C)N